3-(3-Hydroxyphenyl)-1-[4-(thiophen-2-yl)phenyl]prop-2-en-1-one OC=1C=C(C=CC1)C=CC(=O)C1=CC=C(C=C1)C=1SC=CC1